NC1=C2C(=NC=N1)N(N=C2C2=CC(=C(C=C2)O)OC)CC2=NC1=CC=CC(=C1C(N2CC2=C(C=CC=C2)Cl)=O)C#CCCCC(=O)N2CCOCC2 2-((4-Amino-3-(4-hydroxy-3-methoxyphenyl)-1H-pyrazolo[3,4-d]pyrimidin-1-yl)methyl)-3-(2-chlorobenzyl)-5-(6-morpholino-6-oxohex-1-ynyl)quinazolin-4(3H)-one